Cl.C(CCCCCCC)NCCN(CC(=O)O)CCNCCCCCCCC di(octylaminoethyl)glycine hydrochloride